N-((S)-1-(4-(trifluoromethyl)phenyl)butyl)-1H-benzo[d]imidazole-7-carboxamide 1-(4-(1-(2,6-dichlorophenyl)azetidin-3-yl)-3-fluorobenzyl)-3-methylazetidin-3-yl-acetate ClC1=C(C(=CC=C1)Cl)N1CC(C1)C1=C(C=C(CN2CC(C2)(C)CC(=O)O)C=C1)F.FC(C1=CC=C(C=C1)[C@H](CCC)NC(=O)C1=CC=CC2=C1NC=N2)(F)F